NC1=CC=C(OC=2C=C(C=CC2)S(=O)(=O)C2=CC(=CC=C2)OC2=CC=C(C=C2)N)C=C1 bis[3-(4-aminophenoxy) phenyl] sulfone